ClC=1C=NC(=C(C(=O)NC2CCC(CC2)CN2C(N(C3=C2C=CC=C3)C3=NC=C(C=C3)NC)=O)C1)C(F)F 5-chloro-2-(difluoromethyl)-N-((1r,4r)-4-((3-(5-(methylamino)pyridin-2-yl)-2-oxo-2,3-dihydro-1H-benzo[d]imidazol-1-yl)methyl)cyclohexyl)nicotinamide